FC1=C(OCC(C#N)(C)C)C=CC(=C1)C1=NC(=NC=C1F)NC=1C=NN(C1)C1CCOCC1 3-(2-Fluoro-4-(5-fluoro-2-((1-(tetrahydro-2H-pyran-4-yl)-1H-pyrazol-4-yl)amino)pyrimidin-4-yl)phenoxy)-2,2-dimethylpropanenitrile